(2-(2,6-dioxopiperidin-3-yl)-6-fluoro-1,3-dioxoisoindoline-5-yl)sulfur O=C1NC(CCC1N1C(C2=CC(=C(C=C2C1=O)[S])F)=O)=O